2-(4-(3-cyclohexyl-1,2,4-oxadiazol-5-yl)piperazin-1-yl)-7-methyl-8-nitro-6-(trifluoromethyl)-4H-benzo[e][1,3]thiazin-4-one C1(CCCCC1)C1=NOC(=N1)N1CCN(CC1)C=1SC2=C(C(N1)=O)C=C(C(=C2[N+](=O)[O-])C)C(F)(F)F